C(C)C=1N=C2N(C(C1)=O)C=CC(=C2)OC 2-ethyl-8-methoxy-4H-pyrido[1,2-a]pyrimidin-4-one